C[C@H]1CC[C@]2([C@H]([C@]1(C)CCC(C)(C=C)OC)CCC=C2C)C The molecule is a diterpenoid that is (+)-kolavelool in which the tertiary hydroxy hydrogen has been replaced by a methyl group. It has a role as a bacterial metabolite. It is a diterpenoid, a member of octahydronaphthalenes and an ether. It derives from a (+)-kolavelool.